2-Amino-4-(butylamino)-6-(4-(pyrrolidin-1-ylmethyl)benzyl)pyrimidin NC1=NC(=CC(=N1)NCCCC)CC1=CC=C(C=C1)CN1CCCC1